O(C1=CC=CC=C1)C1=CC=C(C=C1)C1=NC(N=C1)=O 4-phenoxyphenyl-2-oxo-imidazole